alpha-tetrahydropyrrolyl-epsilon-caprolactam N1C(CCC1)C1C(=O)NCCCC1